C(C)(C)(C)OC(N[C@H]1CN(C[C@H](C1)C)C#N)=O tert-butyl-N-[(3R,5S)-1-cyano-5-methylpiperidin-3-yl]carbamate